OC(C(=O)O)=CC1=CC=C(C=C1)O 2-Hydroxy-3-(4-Hydroxyphenyl)Propenoic Acid